NC=1C=2N(C=CN1)C(=NC2C2=C(C=C(C(=O)NC1=NC=CC(=C1)C(F)(F)F)C=C2)F)N2CCC1(CC(NC1)=C=O)CC2 4-(8-amino-3-(3-carbonyl-2,8-diazaspiro[4.5]decan-8-yl)imidazo[1,5-a]pyrazin-1-yl)-3-fluoro-N-(4-(trifluoromethyl)pyridin-2-yl)benzamide